C(C)OC(=O)C=1C=NN2C1N=C(C=C2NC)Cl 5-chloro-7-(methylamino)pyrazolo[1,5-a]Pyrimidine-3-carboxylic acid ethyl ester